FC1=CC=C(C=C1)C(N1CCN(CC1)C1=CC(N(C2=CC=C(N=C12)C#N)C)=O)C1=CC=C(C=C1)F 1-(Bis(4-fluorophenyl)methyl)-4-(6-cyano-1-methyl-2-oxo-1,2-dihydro-1,5-naphthyridin-4-yl)piperazin